ClC1=C(C=CC=C1F)C1=C(SC2=C1NC(=NS2(=O)=O)NC)C 5-(2-chloro-3-fluoro-phenyl)-N,6-dimethyl-1,1-dioxo-4H-thieno[3,2-e][1,2,4]thiadiazin-3-amine